isopentenal C(C=C(C)C)=O